C[C@@]12CC[C@@H]3[C@]4(C=CC(=O)C([C@@H]4C[C@H]([C@]3([C@@]15[C@H](O5)C(=O)O[C@H]2C6=COC=C6)C)O)(C)C)C The molecule is a limonoid that is the 7-deacetyl derivative of gedunin. It has been isolated from Azadirachta indica. It has a role as a metabolite, a plant metabolite, an antimalarial and an anti-inflammatory agent. It is an enone, a cyclic terpene ketone, an epoxide, a member of furans, a limonoid, a pentacyclic triterpenoid and a delta-lactone. It derives from a gedunin.